boric acid, boric acid salt B(O)(O)O.B(O)(O)O